ethyl 2-fluoro-5-(isopropylamino)-4-nitrobenzoate FC1=C(C(=O)OCC)C=C(C(=C1)[N+](=O)[O-])NC(C)C